4-((2'S,3S,4'S,5'R)-1-(4-carboxybenzyl)-6-chloro-4'-(2,4-dichlorophenyl)-2'-neopentylspiro[indoline-3,3'-pyrrolidine]-5'-carboxamido)-3-methoxybenzoic acid C(=O)(O)C1=CC=C(CN2C[C@@]3([C@@H](N[C@H]([C@@H]3C3=C(C=C(C=C3)Cl)Cl)C(=O)NC3=C(C=C(C(=O)O)C=C3)OC)CC(C)(C)C)C3=CC=C(C=C23)Cl)C=C1